FC(C1=C(C=C2CCCN(C2=C1)C1=NN(C2=C1CN(CC2)C(C)=O)C2CCN(CC2)CC2C(CNCC2C)C)C2=CN=CS2)F 1-[3-[7-(difluoromethyl)-6-thiazol-5-yl-3,4-dihydro-2H-quinolin-1-yl]-1-[1-[(3,5-dimethyl-4-piperidyl)methyl]-4-piperidyl]-6,7-dihydro-4H-pyrazolo[4,3-c]pyridin-5-yl]ethanone